2-chloro-4-(3,5-dimethyl-4-nitro-1H-pyrazol-1-yl)-5-fluoropyrimidine ClC1=NC=C(C(=N1)N1N=C(C(=C1C)[N+](=O)[O-])C)F